[6-(5-cyclopropyl-4H-1,2,4-triazol-3-yl)-2-azaspiro[3.3]heptan-2-yl]-[6-[(3,5-difluoro-2-pyridyl)methyl]-2-azaspiro[3.3]heptan-2-yl]methanone C1(CC1)C=1NC(=NN1)C1CC2(CN(C2)C(=O)N2CC3(C2)CC(C3)CC3=NC=C(C=C3F)F)C1